CS(=O)(=O)N1CCC2=CC=C(C=C12)N1C=NC=2C1=NC(=CC2)C=2C=NNC2 3-(1-(methylsulfonyl)indolin-6-yl)-5-(1H-pyrazol-4-yl)-3H-imidazo[4,5-b]pyridine